ClC1=CC(=C(C=C1OCC=1OC(=NN1)C1=C(C=CC=C1)C)N1C(C=2CCCCC2C1=O)=O)F 2-(4-chloro-2-fluoro-5-((5-(o-tolyl)-1,3,4-oxadiazole-2-yl)methoxy)phenyl)-4,5,6,7-tetrahydro-1H-isoindole-1,3(2H)-dione